(R)-3-Hydroxybutyrate O[C@@H](CC(=O)[O-])C